C12(CC(C1)C2)NS(=O)(=O)C2=C(C=C(C=C2)NC([C@H](CC2=CC=CC=C2)NC(C2=CC=C(C=C2)F)=O)=O)C#N (S)-N-(1-(4-(N-bicyclo[1.1.1]pentan-1-ylsulfamoyl)-3-cyanophenylamino)-1-oxo-3-phenylpropan-2-yl)4-fluorobenzamide